FC=1C=CC=2C[C@]3(C[C@H](CC3)NS(=O)(=O)C)C=3OC=C(COC4=CC=CC=C4C1C2F)N3 N-[(1'S,14R)-19,20-difluorospiro[8,12-dioxa-21-azatetracyclo[14.3.1.110,13.02,7]henicosa-1(19),2,4,6,10,13(21),16(20),17-octaene-14,3'-cyclopentane]-1'-yl]methanesulfonamide